4-((4-(8-Chloro-7-((2-methyl-1-((2-(trimethylsilyl)ethoxy)methyl)-1H-benzo[d]imidazol-6-yl)oxy)quinoxalin-2-yl)-1H-pyrazol-1-yl)methyl)-N,N-dimethylcyclohexanamine ClC=1C(=CC=C2N=CC(=NC12)C=1C=NN(C1)CC1CCC(CC1)N(C)C)OC=1C=CC2=C(N(C(=N2)C)COCC[Si](C)(C)C)C1